ClC1=C(C=C(OCC(=O)NC23CC(C2)(C3)C(NNC(COC(F)(F)F)=O)=O)C=C1)F 2-(4-chloro-3-fluoro-phenoxy)-N-[1-[[[2-(trifluoromethoxy)acetyl]amino]carbamoyl]-3-bicyclo[1.1.1]pentanyl]acetamide